N(=[N+]=[N-])C1=CC=C(C[C@H](N)C(=O)O)C=C1 para-azido-phenylalanine